ClC1=CC=C(CN2C3(CCN(C3)C3=CC(N(C=C3)C)=O)C(N(CC2=O)C(C)C)=O)C=C1 6-(4-chlorobenzyl)-9-isopropyl-2-(1-methyl-2-oxo-1,2-dihydropyridin-4-yl)-2,6,9-triazaspiro[4.5]-decane-7,10-dione